(2S,4R)-tert-Butyl 4-(2-((3-ethyl-5-((1-methoxy-2-methyl-1-oxopropan-2-yl)amino)pyridin-2-yl)oxy)ethyl)-2-methylpiperidine-1-carboxylate C(C)C=1C(=NC=C(C1)NC(C(=O)OC)(C)C)OCC[C@H]1C[C@@H](N(CC1)C(=O)OC(C)(C)C)C